(3-bromo-6-butylpyrazin-2-yl)piperidine-4-carboxylic acid methyl ester COC(=O)C1CCN(CC1)C1=NC(=CN=C1Br)CCCC